CN(C1C[C@H]2CCC[C@@H](C1)N2C(=O)OC(C)(C)C)C=2N=NC(=CN2)CC2=C1C=NN(C1=C(C=C2)N2N=CN=C2)COCC[Si](C)(C)C tert-butyl (1R,5S)-3-[methyl-[6-[[7-(1,2,4-triazol-1-yl)-1-(2-trimethylsilylethoxymethyl)indazol-4-yl]methyl]-1,2,4-triazin-3-yl]amino]-9-azabicyclo[3.3.1]nonane-9-carboxylate